pyridazinylundecanone N1=NC(=CC=C1)CC(CCCCCCCCC)=O